2-(dichlorophosphoryl)ethane ClP(=O)(Cl)CC